C(C)OC(C1=C(C=CC=C1)NC(C)C=1C=C(C=C2C(C(=C(OC12)Br)C)=O)C)=O 2-((1-(2-Bromo-3,6-dimethyl-4-oxo-4H-chromen-8-yl)ethyl)amino)benzoic acid ethyl ester